FC1=C(COC2=C(C(N(C(=C2)C)C=2C=C(C(=O)N(C)CCO)C=CC2F)=O)Cl)C=CC(=C1)F 3-(4-(2,4-difluorobenzyloxy)-3-chloro-6-methyl-2-oxopyridin-1(2H)-yl)-4-fluoro-N-(2-hydroxyethyl)-N-methylbenzamide